O1C=C(C=C1)C=1C(=C(C#N)C=CC1)N1CCC(CC1)C1=NN=CN1C 3-(Furan-3-yl)-2-(4-(4-methyl-4H-1,2,4-triazol-3-yl)piperidin-1-yl)benzonitrile